1-(4-(tert-butyl)phenyl)-3-methylcyclohexane-1,4-diamine C(C)(C)(C)C1=CC=C(C=C1)C1(CC(C(CC1)N)C)N